1-(6-cyclopropyl-5-fluoropyridin-3-yl)ethan-1-one C1(CC1)C1=C(C=C(C=N1)C(C)=O)F